C1(CC1)C1=C(C(=CC=C1)F)N1CCC(CC1)N1C(N(C=2C(C1)=NN(C2)C)CC2=C(C=CC=C2)C(F)(F)F)=O 6-[1-(2-cyclopropyl-6-fluoro-phenyl)-piperidin-4-yl]-2-methyl-4-(2-trifluoromethyl-benzyl)-2,4,6,7-tetrahydro-pyrazolo[4,3-d]pyrimidin-5-one